NC1=C2C(=NC=N1)N(N=C2C2=NOC(=C2C2=CCC(CC2)O)C2CC2)C(C)C 4-(3-(4-amino-1-isopropyl-1H-pyrazolo[3,4-d]pyrimidin-3-yl)-5-cyclopropylisoxazol-4-yl)cyclohex-3-en-1-ol